3-(4-((4-(2-((adamantan-2-yl)amino)ethyl)benzyl)thio)-1-oxoisoindolin-2-yl)piperidine-2,6-dione C12C(C3CC(CC(C1)C3)C2)NCCC2=CC=C(CSC3=C1CN(C(C1=CC=C3)=O)C3C(NC(CC3)=O)=O)C=C2